N(=[N+]=[N-])C=1C(=CC(=NC1)N1N=CC=2C1=NC=C(C2)C#N)N[C@H](C)C#N (R)-1-(5-azido-4-((1-cyanoethyl)amino)pyridin-2-yl)-1H-pyrazolo[3,4-b]pyridine-5-carbonitrile